COC=1C=2N(C=CC1)C(=CN2)C(=O)C2=CC=CC=C2 (8-methoxyimidazo[1,2-a]pyridin-3-yl)(phenyl)methanone